ClC=1C=C(C#N)C=C(C1)OC1=C(N=CN(C1=O)CC1=CN=C(NC1=O)C1=CC=NN1)C(F)(F)F 3-chloro-5-((6-oxo-1-((6-oxo-2-(1H-pyrazol-5-yl)-1,6-dihydropyrimidin-5-yl)methyl)-4-(trifluoromethyl)-1,6-dihydropyrimidin-5-yl)oxy)benzonitrile